FC(C(Cl)(Cl)F)(Cl)F 1,1,2-trifluoro-1,2,2-trichloroethane